4,5,6,7-tetrahydrobenzo[b]thiophene S1C2=C(C=C1)CCCC2